1-(4-hydroxy-3-methoxyphenyl)ethanol OC1=C(C=C(C=C1)C(C)O)OC